C(N)(OC1=C(C2=CC=CC(=C2C(=C1C(C)(C)C)B1OC(C(O1)(C)C)(C)C)C#C[Si](C(C)C)(C(C)C)C(C)C)F)=O Tert-butyl(1-fluoro-4-(4,4,5,5-tetramethyl-1,3,2-dioxaborolan-2-yl)-5-((triisopropylsilyl) ethynyl) naphthalen-2-yl) carbamate